6-(4-((4-(1H-pyrazol-4-yl)phenyl)amino)-6-(2-(dimethylamino)ethoxy)pyrimidin-2-yl)-N-isopropyl-1H-indole-2-carboxamide N1N=CC(=C1)C1=CC=C(C=C1)NC1=NC(=NC(=C1)OCCN(C)C)C1=CC=C2C=C(NC2=C1)C(=O)NC(C)C